ClC1=NC2=CC=CC(=C2C(=N1)Cl)Cl 2,4,5-trichloroquinazoline